NC1CCC(CC1)NC1=NC2=C(C=C(C=C2C=N1)C1=C(C=C(N=N1)NS(=O)(=O)C1=C(C=CC=C1)Cl)OC)CC N-(6-(2-(((1r,4r)-4-aminocyclohexyl)amino)-8-ethylquinazolin-6-yl)-5-methoxypyridazin-3-yl)-2-chlorobenzene-sulfonamide